2-(1,2,3,6-tetrahydro-pyridin-4-yl)-thiazole-5-carboxylic acid [4-(2-amino-ethyl)-phenyl]-amide trifluoroacetate FC(C(=O)O)(F)F.NCCC1=CC=C(C=C1)NC(=O)C1=CN=C(S1)C=1CCNCC1